4-piperidyl 4-[6-[5-(6-methyl-2-pyridyl)-1H-imidazol-4-yl]-3-quinolyl]thiophene-2-carboxylate CC1=CC=CC(=N1)C1=C(N=CN1)C=1C=C2C=C(C=NC2=CC1)C=1C=C(SC1)C(=O)OC1CCNCC1